4-chloro-2-{4,4-dimethyl-9-oxo-1,10-diazatricyclo[6.4.0.02,6]dodeca-2(6),7-dien-10-yl}pyridine ClC1=CC(=NC=C1)N1C(C2=CC=3CC(CC3N2CC1)(C)C)=O